tert-butyl N-[3-[4-[3-(4-amino-3-methoxy-pyrazol-1-yl)propyl]piperazin-1-yl]propoxy]-N-methyl-carbamate NC=1C(=NN(C1)CCCN1CCN(CC1)CCCON(C(OC(C)(C)C)=O)C)OC